5-[4-(4-methylpiperazin-1-yl)phenyl]-3-(pyridin-3-yl)pyrrolo[2,3-b]pyridine CN1CCN(CC1)C1=CC=C(C=C1)C=1C=C2C(=NC1)NC=C2C=2C=NC=CC2